tert-butyl (2r,4r)-2-(((2-amino-5-(methoxycarbonyl) phenyl) amino) methyl)-4-hydroxypyrrolidine-1-carboxylate NC1=C(C=C(C=C1)C(=O)OC)NC[C@@H]1N(C[C@@H](C1)O)C(=O)OC(C)(C)C